5-oxaspiro[3.5]nonan-8-one C1CCC12OCCC(C2)=O